gamma-(2,3-epoxypropoxy)propyl-trimethylsilane C(C1CO1)OCCC[Si](C)(C)C